[3-(2-fluoro-4-iodo-phenoxy)propyl]-2-(5-Trimethylsilylpent-4-ynylamino)-1,3-thiazole-4-carboxylic acid methyl ester COC(=O)C=1N=C(SC1CCCOC1=C(C=C(C=C1)I)F)NCCCC#C[Si](C)(C)C